C(\C=C\C)(=O)OCC\C=C/CC (Z)-3-Hexenyl (E)-2-Butenoate